ClC=1C=CC=2N=CN=C(C2N1)N1CCC2(CN(C2)C(=O)OC(C)(C)C)CC1 Tert-butyl 7-(6-chloropyrido[3,2-d]pyrimidin-4-yl)-2,7-diazaspiro[3.5]nonane-2-carboxylate